N-[6-(2,4-difluorophenoxy)-5-(6-methyl-7-oxofuro[2,3-c]pyridin-4-yl)pyridin-3-yl]ethanesulfonamide FC1=C(OC2=C(C=C(C=N2)NS(=O)(=O)CC)C=2C3=C(C(N(C2)C)=O)OC=C3)C=CC(=C1)F